1-[5-ethylsulfonyl-6-[2-(2-hydroxy-4-iodo-phenyl)-2-oxo-ethyl]-3-pyridyl]cyclopropane-carbonitrile C(C)S(=O)(=O)C=1C=C(C=NC1CC(=O)C1=C(C=C(C=C1)I)O)C1(CC1)C#N